The molecule is a disaccharide derivative that is beta-D-apiofuranosyl-(1->6)-D-glucopyranose with a 4-(prop-2-en-1-yl)phenyl group substituent. It has a role as a metabolite. It derives from a beta-D-apiofuranosyl-(1->6)-D-glucopyranose. C=CCC1=CC=C(C=C1)O[C@H]2[C@@H]([C@H]([C@@H]([C@H](O2)CO[C@H]3[C@@H]([C@](CO3)(CO)O)O)O)O)O